CC1=CC(=NN1)NC1=NC(=NC2=CC=CC=C12)C=1C=NC(=CC1)N1CC2N(C(C1)C2)CC=2SC(=CN2)C N-(5-methyl-1H-pyrazol-3-yl)-2-(6-(6-((5-methylthiazol-2-yl)methyl)-3,6-diazabicyclo[3.1.1]heptan-3-yl)pyridin-3-yl)quinazolin-4-amine